({2-[(2-Aminopyrimidin-5-yl)amino]-1-(4,4-difluorocyclohexyl)-2-oxoethyl}amino)methane NC1=NC=C(C=N1)NC(C(C1CCC(CC1)(F)F)NC)=O